3,3'-((((pyridin-3-ylmethyl)azanediyl)bis(methylene))bis(benzo[b]thiophene-3,5-diyl))bis(2-(pyrrolidin-3-yl)propanoic acid) N1=CC(=CC=C1)CN(CC=1C2=C(SC1)C=CC(=C2)CC(C(=O)O)C2CNCC2)CC=2C1=C(SC2)C=CC(=C1)CC(C(=O)O)C1CNCC1